C12COCC(CC1)N2C(=O)C2=CC=C(C=C2)C2=CC1=NC=CC(=C1O2)C2=CC(=NC=C2)C(C)(C)OC2OCCCC2 (3-oxa-8-azabicyclo[3.2.1]octan-8-yl)(4-(7-(2-(2-((tetrahydro-2H-pyran-2-yl)oxy)propan-2-yl)pyridin-4-yl)furo[3,2-b]pyridin-2-yl)phenyl)methanone